para-bromomethylstyrene BrCC1=CC=C(C=C)C=C1